N-[1-[2-[(1-ethylpyrazol-3-yl)amino]-5-methyl-pyrimidin-4-yl]-3-methyl-pyrrolo[2,3-b]pyridin-5-yl]prop-2-enamide C(C)N1N=C(C=C1)NC1=NC=C(C(=N1)N1C=C(C=2C1=NC=C(C2)NC(C=C)=O)C)C